5-(2-methyl-2H-tetrazol-5-yl)-2-(7-(2,2,6,6-tetramethylpiperidin-4-yl)imidazo[1,2-a]pyrimidin-2-yl)phenol formic acid salt C(=O)O.CN1N=C(N=N1)C=1C=CC(=C(C1)O)C=1N=C2N(C=CC(=N2)C2CC(NC(C2)(C)C)(C)C)C1